C\C(=C/CC[C@@]1([C@H](CC=2C(=C3CN(C(C3=CC2OC(=O)N2CCCCC2)=O)[C@H](C(=O)O)CCCN2C(C3=CC(=C4C(=C3C2)O[C@@]([C@H](C4)O)(CC\C=C(\CCC=C(C)C)/C)C)OC(=O)N4CCCCC4)=O)O1)O)C)\CCC=C(C)C (S)-2,5-bis((2R,3S)-2-((E)-4,8-dimethylnona-3,7-dien-1-yl)-3-hydroxy-2-methyl-7-oxo-5-((piperidine-1-carbonyl)oxy)-3,4,7,9-tetrahydropyrano[2,3-E]isoindol-8(2H)-yl)pentanoic acid